CN1[C@@H]2CO[C@H](C1)C2 (1S,4S)-5-methyl-2-oxa-5-azabicyclo[2.2.1]heptan